ClC1=C(C=CC(=C1)OC=1C=NC=C(C1)C(F)(F)F)C(=O)C1=CNC2=NC=CC(=C21)NC2CCC(CC2)CO (2-chloro-4-((5-(trifluoromethyl)pyridin-3-yl)oxy)phenyl)(4-(((1r,4r)-4-(hydroxymethyl)cyclohexyl)amino)-1H-pyrrolo[2,3-b]pyridin-3-yl)methanone